FC1=CC(=C(C(=C1)[N+](=O)[O-])NC(C)=O)C N-(4-fluoro-2-methyl-6-nitrophenyl)acetamide